Tert-butyl 4-(4-(((6S,9S)-9-(methoxycarbonyl)-2,2,3,3-tetramethyl-7,12-dioxo-4,11-dioxa-8-aza-3-silatridecan-6-yl)carbamoyl)thiazol-2-yl)piperazine-1-carboxylate COC(=O)[C@@H](NC([C@H](CO[Si](C(C)(C)C)(C)C)NC(=O)C=1N=C(SC1)N1CCN(CC1)C(=O)OC(C)(C)C)=O)COC(C)=O